1-(((Z)-hex-3-en-1-yl)oxy)-2-undecen-1-yl-2-((2-methyl)2-undecen-1-yl)benzene C(C\C=C/CC)OC1C(C=CC=C1)(CC(=CCCCCCCCC)C)C=CCCCCCCCCC